4,4'-((4-((2-hydroxyethyl)carbamoyl)pyridine-2,6-diyl)bis(1H-1,2,3-triazole-4,1-diyl))bis(2-hydroxybenzoic acid) OCCNC(=O)C1=CC(=NC(=C1)C=1N=NN(C1)C1=CC(=C(C(=O)O)C=C1)O)C=1N=NN(C1)C1=CC(=C(C(=O)O)C=C1)O